ClC=1C(=C2C=NN(C2=CC1C)C1OCCCC1)C=1C(=NN(C1C)C1CC2(CN(C2)C(=O)OCCCC)C1)C=1C=C2C=NN(C2=CC1)C butyl 6-(4-(5-chloro-6-methyl-1-(tetrahydro-2H-pyran-2-yl)-1H-indazol-4-yl)-5-methyl-3-(1-methyl-1H-indazol-5-yl)-1H-pyrazol-1-yl)-2-azaspiro[3.3]heptane-2-carboxylate